C(C)OCOC1=C(C=CC(=C1)C#C)C1=NN=C(C2=CC=CC=C12)N[C@H]1CN(CCC1)C (R)-4-(2-(ethoxymethoxy)-4-ethynylphenyl)-N-(1-methylpiperidin-3-yl)phthalazin-1-amine